4,5-dihydroxy-4-cyclopentene-1,2,3-trione OC=1C(C(C(C1O)=O)=O)=O